5-(2-furoyl)amino-3-(1-pentyl-1,2,3,6-tetrahydropyridin-4-yl)-1H-indole O1C(=CC=C1)C(=O)NC=1C=C2C(=CNC2=CC1)C=1CCN(CC1)CCCCC